1,7-dimethyl-8-(methylsulfonyl)-3-(3-(2-oxo-2,3-dihydro-1H-benzo[d]imidazol-5-yl)prop-2-yn-1-yl)-3,7-dihydro-1H-purine-2,6-dione CN1C(N(C=2N=C(N(C2C1=O)C)S(=O)(=O)C)CC#CC1=CC2=C(NC(N2)=O)C=C1)=O